C(C1=CC=CC=C1)OC1=C(C(=CC=C1OC)CC1NC(CC2=CC(=C(C=C12)OCC1=CC=CC=C1)OC([2H])([2H])[2H])([2H])[2H])CO (2-(Benzyloxy)-6-((7-(benzyloxy)-6-(methoxy-d3)-1,2,3,4-tetrahydroisoquinolin-1-yl-3,3-d2)methyl)-3-methoxyphenyl)methanol